(tetrahydro-2H-pyran-4-yl)ethynyl-1H-indazol-5-amine O1CCC(CC1)C#CN1N=CC2=CC(=CC=C12)N